ClC1=CC(=NC(=C1)N1C=NC=C1)C(=O)NC1CCC(CC1)OCCOC 4-chloro-6-(1H-imidazol-1-yl)-N-((1r,4r)-4-(2-methoxyethoxy)cyclohexyl)-picolinamide